C(C)C1=C(N=C(S1)C1=CC(=C(C(=O)OC)C=C1F)O[C@H](C(F)(F)F)C)CO (S)-methyl 4-(5-ethyl-4-(hydroxymethyl)thiazol-2-yl)-5-fluoro-2-((1,1,1-trifluoropropan-2-yl)oxy)benzoate